N-α-D-xylopyranosyl-indole [C@H]1([C@H](O)[C@@H](O)[C@H](O)CO1)N1C=CC2=CC=CC=C12